N1C(=NC=C1)CN1CCN(C2=CC=CC=C12)C1=CC=C(C=C1)C(F)(F)F 1-((1H-imidazol-2-yl)methyl)-4-(4-(trifluoromethyl)phenyl)-1,2,3,4-tetrahydroquinoxaline